(1R,3R)-3-[6-[[2-methyl-5-(trifluoromethyl)-3,4-dihydro-1H-isoquinolin-7-yl]amino]pyrazolo[3,4-d]pyrimidin-1-yl]cyclohexanecarboxylic acid CN1CC2=CC(=CC(=C2CC1)C(F)(F)F)NC1=NC=C2C(=N1)N(N=C2)[C@H]2C[C@@H](CCC2)C(=O)O